1-ethyl-3-methylimidazoline ethyl-sulfate salt C(C)OS(=O)(=O)O.C(C)N1CN(CC1)C